5-{[3-fluoro-4-(1-methyl-2-oxo-1,2-dihydropyridin-3-yl)phenyl]methyl}-6-hydroxy-2-(4-methyl-1,3-thiazol-2-yl)-1-[(1S)-1-phenylpropyl]-1,4-dihydropyrimidin FC=1C=C(C=CC1C=1C(N(C=CC1)C)=O)CC=1CN=C(N(C1O)[C@@H](CC)C1=CC=CC=C1)C=1SC=C(N1)C